CCCOC1=CC=C(C=C1)[C@H]2[C@@H]([C@H](CN2CC(=O)NC3=C(C=CC=C3CC)CC)C4=CC5=C(C=C4)OCO5)C(=O)O (2R-(2alpha,3beta,4alpha)-4-(1,3-benzodioxol-5-yl)-1-(2-(2,6-diethylphenyl)amino)-2-oxoethyl)-2-(4-propoxyphenyl)-3-pyrrolidinecarboxylic acid